NCC1=CC2=C(N(C(N2C)=O)C)C=C1 5-(aminomethyl)-1,3-dimethyl-2,3-dihydro-1H-1,3-benzodiazol-2-one